ClCCC=1C=CC(=NC1)NC1=CC(=C(C=N1)C(CC)=O)NC1=C(C(=CC=C1)C1=NN(C=N1)C)OC 1-(6-((5-(2-chloroethyl)pyridin-2-yl)amino)-4-((2-methoxy-3-(1-methyl-1H-1,2,4-triazol-3-yl)phenyl)amino)pyridin-3-yl)propan-1-one